2-[1-(2,6-difluoro-4-nitro-phenyl)pyrrolidin-3-yl]Acetic acid ethyl ester C(C)OC(CC1CN(CC1)C1=C(C=C(C=C1F)[N+](=O)[O-])F)=O